N[C@H](C(=O)N1[C@@H](C[C@H](C1)O)C(=O)NCC1=C(C=C(C=C1)C#C)OC)C(C)(C)C (2S,4R)-1-((S)-2-Amino-3,3-dimethylbutanoyl)-N-(4-ethynyl-2-methoxybenzyl)-4-hydroxypyrrolidine-2-carboxamide